O(C1=CC=CC=C1)CCNC1=CC=NC=C1 N-(2-phenoxyethyl)pyridin-4-amine